C(C=C)(=O)OCCC(O)(O)O 3-acryloxypropanetriol